gold-germanium-silver [Ag].[Ge].[Au]